N-({4-[6-(trifluoromethyl)pyridine-2-sulfonyl]phenyl}methyl)thieno[2,3-c]pyridine-2-carboxamide FC(C1=CC=CC(=N1)S(=O)(=O)C1=CC=C(C=C1)CNC(=O)C1=CC=2C(=CN=CC2)S1)(F)F